ClC1=C(C(=O)NC=2C=NC(=C(C2)C(F)(F)F)C#N)C=C(C(=C1)C1=NC=C(C=C1C#C)F)F 2-chloro-N-(6-cyano-5-(trifluoromethyl)pyridin-3-yl)-4-(3-ethynyl-5-fluoropyridin-2-yl)-5-fluorobenzamide